C(C(C)C)C1=CC=C(/C=C/C2=C(N=CN2)[N+](=O)[O-])C=C1 (E)-5-(4-Isobutylstyryl)-4-nitro-1H-imidazole